ethyl 6-methyl-4,5,6,7-tetrahydro-1H-indole-2-carboxylate CC1CCC=2C=C(NC2C1)C(=O)OCC